[C+4].[Pd+2] palladium(II) carbon